C(C)(=O)OC[C@H](OC)[C@@H](OC)[C@H](OC)[C@H](OC(C)=O)COC 1,5-di-O-acetyl-2,3,4,6-tetra-O-methyl-glucitol